C1(CC1)NS(=O)(=O)C=1C=NC(=CC1C)NN N-cyclopropyl-6-hydrazineyl-4-methylpyridine-3-sulfonamide